F[C@@H]1CN(CC[C@@H]1NC1=NN2C(C(=N1)OC)=C(C=C2)C=2C=CC1=C(N(N=N1)CC(F)(F)F)C2)C2(COC2)[2H] N-((3R,4S)-3-fluoro-1-(oxetan-3-yl-3-d)piperidin-4-yl)-4-methoxy-5-(1-(2,2,2-trifluoroethyl)-1H-benzo[d][1,2,3]triazol-6-yl)pyrrolo[2,1-f][1,2,4]triazin-2-amine